F\C(\CO)=C\C1=CC=CC=C1 (E)-2-fluoro-3-phenylprop-2-en-1-ol